N-[6-bromo-1-(4-cyclopropylpiperazin-1-yl)-2,3-dihydro-1H-inden-5-yl]acetamide BrC1=C(C=C2CCC(C2=C1)N1CCN(CC1)C1CC1)NC(C)=O